C(C)OC(CC(=O)C=1C(=NC(=CC1)Cl)Cl)=O.CC1=C(C2=C(C=N1)N=CN2CC2=CC=C(C=C2)S(=O)(=O)N)C2=CC=CC=C2 4-((6-methyl-7-phenyl-1H-imidazo[4,5-c]pyridin-1-yl)methyl)benzenesulfonamide Ethyl-3-(2,6-dichloropyridin-3-yl)-3-oxopropionate